4-(2-fluoro-4-(trifluoromethyl)phenyl)-6,7-dimethyl-2-((2S)-2-(1-methyl-1H-pyrazol-4-yl)-4-morpholinyl)pteridine FC1=C(C=CC(=C1)C(F)(F)F)C1=NC(=NC2=NC(=C(N=C12)C)C)N1C[C@@H](OCC1)C=1C=NN(C1)C